FC1(CCC(CC1)NC(=O)C1=CC2=C(C(N(C=C2C2=CC(N(C=C2OC2=C(C=C(C=C2C)F)C)C)=O)C)=O)N1)F N-(4,4-difluorocyclohexyl)-4-(5-(4-fluoro-2,6-dimethylphenoxy)-1-methyl-2-oxo-1,2-dihydropyridin-4-yl)-6-methyl-7-oxo-6,7-dihydro-1H-pyrrolo[2,3-c]pyridine-2-carboxamide